1H-pyrazole-3-carboxyamide monobutanediate C(CCC(=O)O)(=O)O.N1N=C(C=C1)CC(=O)N